[C@@H]1([C@H](O)[C@H](O)[C@@H](O)[C@@H](O1)C)O[C@@H]([C@H](C=O)O)[C@@H](O[C@H]1[C@H](O)[C@H](O)[C@@H](O)[C@@H](O1)C)[C@@H](O)C α-L-Rhamnopyranosyl-(1→3)-[α-L-rhamnopyranosyl-(1→4)]-L-rhamnose